3-(1-aminoethyl)-3-methyl-2,4-pentanediamine NC(C)C(C(C)N)(C(C)N)C